C(C)(=O)C=1C(=NC(=CC1)N1C=NC2=C1C=CC(=C2)OC=2N=NC(=CC2)C)N2N=C(C=C2C)C#N 1-[3-acetyl-6-[5-(6-methylpyridazin-3-yl)oxybenzimidazol-1-yl]-2-pyridinyl]-5-methyl-pyrazole-3-carbonitrile